C1(=C(C=CC=C1)NC1=CC=2C(C3=CC=CC=C3C2C=C1)(C1=CC=CC=C1)C1=CC=CC=C1)C1=CC=CC=C1 N-([1,1'-bi-phenyl]-2-yl)-9,9-diphenyl-9H-fluoren-2-amine